1-(3-iodobenzyl)-5-methylpyridin-2(1H)-one IC=1C=C(CN2C(C=CC(=C2)C)=O)C=CC1